CC1=C(C=CC=C1C)N1CC=2N=C(N=C(C2CC1)N1CCN(CC1)S(=O)(=O)C=C)OC[C@H]1N(CCC1)C 7-(2,3-dimethylphenyl)-2-[[(2S)-methylpyrrolidin-2-yl]methoxy]-4-(4-vinylsulfonylpiperazin-1-yl)-6,8-dihydro-5H-pyrido[3,4-d]pyrimidine